N[C@H](C(=O)NC(CCC(=O)O)C=O)CCCN=C(N)N 4-[[(2S)-2-amino-5-(diaminomethylideneamino)pentanoyl]amino]-5-oxopentanoic acid